2-(trifluoromethyl)-N-(1-(4-(trifluoromethyl)benzyl)-1H-indazol-3-yl)benzamide FC(C1=C(C(=O)NC2=NN(C3=CC=CC=C23)CC2=CC=C(C=C2)C(F)(F)F)C=CC=C1)(F)F